C(C1=CC=CC=C1)OC(=O)[C@H](C)OC(CCCCCCCCCCCCCCCCC)=O Octadecanoic acid (S)-1-benzyloxycarbonyl-ethyl ester